1-(2'-Butoxyethoxy)-2-propanol C(CCC)OCCOCC(C)O